tert-butyl (S)-(3-(4-cyano-phenyl)-2-(dimethylamino)propyl)carbamate C(#N)C1=CC=C(C=C1)C[C@@H](CNC(OC(C)(C)C)=O)N(C)C